NC=1C2=C(N=CN1)N(C=C2C2CCN(CC2)C(C)=O)[C@H]2[C@@H]([C@@H]([C@H](C2)CNCCCNCCC2=CC=CC=C2)O)O 1-(4-(4-Amino-7-((1R,2S,3R,4R)-2,3-dihydroxy-4-(((3-(phenethylamino)propyl)amino)methyl)cyclopentyl)-7H-pyrrolo[2,3-d]pyrimidin-5-yl)piperidin-1-yl)ethan-1-one